COC1CN(C1)CCC=1C(=CC(NC1)=O)C(F)(F)F 5-(2-(3-methoxyazetidin-1-yl)ethyl)-2-oxo-4-(trifluoromethyl)pyridin